OCCN(C(CCCCCCCCCCCCCCC)=O)CCO N,N-bis(2-hydroxyethyl)hexadecan-1-amide